F[C@H]1[C@H]2[C@@H]([C@@H]([C@@H](C1)O2)C(=O)NC2=CC(=CC=C2)C(F)(F)F)C2=CC(=NC=C2)C (1R,2S,3S,4R,5R)-5-fluoro-3-(2-methylpyridin-4-yl)-N-(3-(trifluoromethyl)benzeneYl)-7-oxabicyclo[2.2.1]Heptane-2-carboxamide